4-(Trifluoromethyl)-1H-pyridin-2-one FC(C1=CC(NC=C1)=O)(F)F